1-tetradecyl-2,3-dimethyl-imidazole C(CCCCCCCCCCCCC)N1C(N(C=C1)C)C